O=C/C=C/C=1C=C(C=NC1)C#N 5-[(E)-3-oxoprop-1-enyl]pyridine-3-carbonitrile